C1(CCCC1)N1CCC(CC1)C1=NOC2=C1N=C(N=C2N2CCOCC2)C=2C=C(C=CC2)CO (3-(3-(1-cyclopentylpiperidin-4-yl)-7-morpholinoisoxazolo[4,5-d]pyrimidin-5-yl)phenyl)methanol